(S)-(4-(4-cyclopropylpyrazolo[1,5-a]pyridin-2-yl)-1,4,6,7-tetrahydro-5H-imidazo[4,5-c]pyridin-5-yl)(5-methyl-1,3,4-oxadiazol-2-yl)methanone C1(CC1)C=1C=2N(C=CC1)N=C(C2)[C@H]2N(CCC1=C2N=CN1)C(=O)C=1OC(=NN1)C